sodium lauroyl glutamate N[C@@H](CCC(=O)[O-])C(=O)OC(CCCCCCCCCCC)=O.[Na+]